7-(7H-pyrrolo[2,3-d]pyrimidin-4-yl)-3,4,4a,5,6,8-hexa-hydro-1H-2,7-naphthyridine-2-sulfonamide N1=CN=C(C2=C1NC=C2)N2CCC1CCN(CC1C2)S(=O)(=O)N